ClC1=C2C(=CC(=CC2=CC=C1F)O[Si](C(C)C)(C(C)C)C(C)C)[Sn](C)(C)C (5-Chloro-6-fluoro-4-trimethylstannyl-2-naphthyl)oxy-triisopropyl-silane